C(C=1C(C(=O)[O-])=CC=CC1)(=O)OC1CCC(CC1)O 4-hydroxycyclohexyl phthalate